4-(6-(7-(aminomethyl)-7-(4-methylthiazol-2-yl)-3-azabicyclo[4.1.0]heptan-3-yl)-1H-pyrazolo[3,4-b]pyrazin-3-yl)naphthalene-1-sulfonyl fluoride NCC1(C2CCN(CC12)C1=CN=C2C(=N1)NN=C2C2=CC=C(C1=CC=CC=C21)S(=O)(=O)F)C=2SC=C(N2)C